1-(2-(tert-butoxy)-2-oxoethyl) 4-(3-ethoxypropyl) 2-methylenesuccinate C=C(C(=O)OCC(=O)OC(C)(C)C)CC(=O)OCCCOCC